5-(4-(Hexyloxy)-1,2,5-thiadiazol-3-yl)-1-methyl-1-(1-((tetrahydro-2H-pyran-4-carbonyl)oxy)propyl)-1,2,3,6-tetrahydropyridin-1-ium iodide [I-].C(CCCCC)OC=1C(=NSN1)C1=CCC[N+](C1)(C(CC)OC(=O)C1CCOCC1)C